ClC1=NC(=C2N=CN(C2=N1)C=1C=C(C(=O)OC(C)(C)C)C=CC1)Cl tert-butyl 3-(2,6-dichloro-9H-purin-9-yl)benzoate